tris-pyrrolidino-phosphonium hexafluorophosphate F[P-](F)(F)(F)(F)F.N1(CCCC1)[PH+](N1CCCC1)N1CCCC1